benzyl 3-[5,7-difluoro-2-(4-fluorophenyl)-1H-indol-3-yl]azetidine-1-carboxylate FC=1C=C2C(=C(NC2=C(C1)F)C1=CC=C(C=C1)F)C1CN(C1)C(=O)OCC1=CC=CC=C1